2-(dimethylamino)ethylene (ethyl)-2-(methylthio)pyrimidine-5-carboxylate C(C)OC(=O)C=1C=NC(=NC1)SC.CN(C=C)C